ClC=1C=C(CN2C(C(C3=CC(=CC=C23)N)C2OCC(CO2)(C)C)=O)C=CC1Cl 1-(3,4-dichlorobenzyl)-5-amino-3-(5,5-dimethyl-1,3-dioxane-2-yl)-2-oxoindol